bromo-5-(4-chloro-3-fluorophenyl)-7,7-dimethyl-6,7-dihydro-5H-pyrrolo[2,3-b]pyrazine BrC=1N=C2C(=NC1)N(CC2(C)C)C2=CC(=C(C=C2)Cl)F